S1C=NC2=C1C=C(C=C2)C2=CC=NC(N2[C@@H](C)C2=CC(=CC=C2)C=2C=NN(C2)C)C 6-(1,3-benzothiazol-6-yl)-2-methyl-N-[(1S)-1-[3-(1-methyl-1H-pyrazol-4-yl)phenyl]ethyl]pyrimidin